FC(C(=O)O)(F)F.ClC1=NC(=CC(=C1)C=1C(=NN2C1N=C(C=C2)NC(=O)N[C@@H]2CNCC2)C2=CC(=CC=C2)C#N)C 1-[3-(2-chloro-6-methyl-4-pyridinyl)-2-(3-cyanophenyl)pyrazolo[1,5-a]pyrimidin-5-yl]-3-[(3S)-pyrrolidin-3-yl]urea trifluoroacetate